C(C1=CC=CC=C1)N1C2=CCC=CC2=C2C(CCC=C12)(C(=O)N)C(N)=O 9-benzyl-4-carbamoyl-7,2,3,4-tetrahydrocarbazole-4-carboxamide